1-[(6-fluoro-2-methylpyridin-3-yl)methyl]-N-[(6R)-3-methyl-2-{[2-(trimethylsilyl)ethoxy]methyl}-2H,4H,5H,6H-cyclopenta[c]pyrazol-6-yl]-1H-pyrazole-4-carboxamide FC1=CC=C(C(=N1)C)CN1N=CC(=C1)C(=O)N[C@@H]1CCC=2C1=NN(C2C)COCC[Si](C)(C)C